NC=1N=NC(=CC1N1CCC(CC1)(C1=CC=CC=C1)C(=O)N1CC2(C1)CNCC2)C2=C(C=CC=C2)O (1-(3-amino-6-(2-hydroxyphenyl)pyridazin-4-yl)-4-phenylpiperidin-4-yl)(2,6-diazaspiro[3.4]octan-2-yl)methanone